tert-butyl 5-ethyl-5-methyl-1,2,3-oxathiazolidine-3-carboxylate 2-oxide C(C)C1(CN(S(O1)=O)C(=O)OC(C)(C)C)C